tert-butyl 3-oxo-2-((2-(trifluoromethyl)pyrimidin-5-yl)methyl)-2,8-diazaspiro[4.5]decane-8-carboxylate O=C1N(CC2(C1)CCN(CC2)C(=O)OC(C)(C)C)CC=2C=NC(=NC2)C(F)(F)F